tert-butyl (1R,5S,6s)-6-((4-(2-(((benzyloxy)carbonyl)amino)propan-2-yl)-6-(4-fluorophenyl)pyridin-2-yl)oxy)-3-azabicyclo[3.1.0]hexane-3-carboxylate C(C1=CC=CC=C1)OC(=O)NC(C)(C)C1=CC(=NC(=C1)C1=CC=C(C=C1)F)OC1[C@@H]2CN(C[C@H]12)C(=O)OC(C)(C)C